2,4,6-triazine C1=NC=NC=N1